4-oximino-2-bromo-2,5-cyclohexadien N(O)=C1C=C(CC=C1)Br